2-[8-(prop-2-enamido)naphthalen-2-yl]-N-[(1s,4s)-4-(dimethylamino)cyclohexyl]pyrimidine-4-carboxamide C(C=C)(=O)NC=1C=CC=C2C=CC(=CC12)C1=NC=CC(=N1)C(=O)NC1CCC(CC1)N(C)C